(S)-2-(7-chloro-3-(2-hydroxypropan-2-yl)-2-oxo-5-phenyl-2,3-dihydro-1H-benzo[e][1,4]diazepin-1-yl)acetic acid ClC1=CC2=C(N(C([C@@H](N=C2C2=CC=CC=C2)C(C)(C)O)=O)CC(=O)O)C=C1